The molecule is an L-talopyranose in which the carbon bearing the anomeric hydroxy group has beta configuration. It is an enantiomer of a beta-D-talopyranose. C([C@H]1[C@H]([C@H]([C@H]([C@H](O1)O)O)O)O)O